ClC1=CC=C2C(=N1)N=C(O2)N2CC=1NC(NC(C1C2)=O)=O 6-(5-chlorooxazolo[4,5-b]pyridin-2-yl)-5,7-dihydro-1H-pyrrolo[3,4-d]pyrimidine-2,4-quinone